(1S,2S)-2-((2-methyl-6-(3-methyl-4-((((R)-1-(2-(trifluoromethyl)phenyl)ethoxy)carbonyl)amino)isoxazol-5-yl)pyridin-3-yl)carbamoyl)cyclohexane-1-carboxylic acid CC1=NC(=CC=C1NC(=O)[C@@H]1[C@H](CCCC1)C(=O)O)C1=C(C(=NO1)C)NC(=O)O[C@H](C)C1=C(C=CC=C1)C(F)(F)F